O1C(=CC2=C1C=CC=C2)C(=O)C Benzofurane-2-yl-methylketone